trans-3-[(2-chlorobenzyl)oxy]-N-[3-(4-ethyl-6-oxo-1,6-dihydropyrimidin-2-yl)-2-fluoro-4-(trifluoromethyl)benzyl]cyclobutane-1-carboxamide ClC1=C(CO[C@@H]2C[C@H](C2)C(=O)NCC2=C(C(=C(C=C2)C(F)(F)F)C=2NC(C=C(N2)CC)=O)F)C=CC=C1